2-(3-Fluoro-4-methoxyphenyl)-7-[(3aS,6aS)-1-methyl-hexahydropyrrolo[3,4-b]pyrrol-5(1H)-yl]-4H-pyrido[1,2-a]pyrimidin-4-one FC=1C=C(C=CC1OC)C=1N=C2N(C(C1)=O)C=C(C=C2)N2C[C@H]1N(CC[C@H]1C2)C